ClC(OC1=CC=C(C=C1)NC(C1=CN=C(C(=C1)C1=NNC=C1)N1CCC(CC1)N(C)CC1=CC(=C(C=C1)C1C(NC(CC1)=O)=O)F)=O)(F)F N-(4-(chlorodifluoromethoxy)phenyl)-6-(4-((4-(2,6-dioxopiperidin-3-yl)-3-fluorobenzyl)(methyl)amino)piperidin-1-yl)-5-(1H-pyrazol-3-yl)nicotinamide